(S)-3-(1-(benzyloxy)propan-2-yl)-8-(3-fluorophenyl)-6-(p-tolyl)pyrido[3,4-d]pyrimidin-4(3H)-one C(C1=CC=CC=C1)OC[C@H](C)N1C=NC2=C(C1=O)C=C(N=C2C2=CC(=CC=C2)F)C2=CC=C(C=C2)C